tert-butyl 6-((2-iodo-1-(2,2,2-trifluoroethyl)-1H-indol-4-yl)amino)-2-azaspiro[3.3]heptane-2-carboxylate IC=1N(C2=CC=CC(=C2C1)NC1CC2(CN(C2)C(=O)OC(C)(C)C)C1)CC(F)(F)F